2,4,6-trichlorobenzonitrile ClC1=C(C#N)C(=CC(=C1)Cl)Cl